5-[3-[[(4R)-1-[(3-aminophenyl)methylsulfonyl]-2,2-dimethyl-4-piperidyl]amino]phenyl]-3-(carboxymethoxy)-4-chloro-thiophene-2-carboxylic acid NC=1C=C(C=CC1)CS(=O)(=O)N1C(C[C@@H](CC1)NC=1C=C(C=CC1)C1=C(C(=C(S1)C(=O)O)OCC(=O)O)Cl)(C)C